3-(1-(1-methoxyisoquinolin-4-yl)ethylamino)propionitrile COC1=NC=C(C2=CC=CC=C12)C(C)NCCC#N